heptanethiolate C(CCCCCC)[S-]